C(C)NC1=C(N=C(S1)C)C(=O)OCC ethyl 5-(ethylamino)-2-methylthiazole-4-carboxylate